C(CCCCCCCC=CC)(=O)OC(C)[SiH2]OC(CC)CC 1-(3-pentoxysilyl)-ethyl 9-undecenoate